C(C)N1C(C2=C3C(C(=CC=C13)S(=O)(=O)NC1=CC=C(C=C1)C=1SC3=C(N1)C=CC(=C3)C)=CC=C2)=O 1-Ethyl-N-(4-(6-methylbenzo[d]thiazol-2-yl)phenyl)-2-oxo-1,2-dihydrobenzo[cd]indole-6-sulfonamide